[1,1':3',1''-terphenyl]-2'-yl trifluoromethanesulfonate FC(S(=O)(=O)OC1=C(C=CC=C1C1=CC=CC=C1)C1=CC=CC=C1)(F)F